Cl.[N+](=O)([O-])C=1C=C(C=CC1)NN 3-nitrophenylhydrazine HCl